Boc-(R)-7-methyl-1-((R)-1-phenylethyl)-1,4-diazepan C(=O)(OC(C)(C)C)[C@@H]1N(C(CCNC1)C)[C@H](C)C1=CC=CC=C1